(S)-2-(2-(2-(2-(diethoxyphosphoryl)-N-methylacetamido)acetamido)-4-morpholino-4-oxobutoxy)-4-dodecylbenzoic acid C(C)OP(=O)(OCC)CC(=O)N(C)CC(=O)N[C@H](COC1=C(C(=O)O)C=CC(=C1)CCCCCCCCCCCC)CC(=O)N1CCOCC1